(S)-1-(4-((1-(5-(3,5-difluorophenyl)-4,5-dihydro-1H-pyrazole-1-carbonyl)azetidin-3-yl)oxy)-5-fluoropyridin-2-yl)-3,5-dimethyl-1H-pyrazol-4-yl-sodium formate C(=O)O.FC=1C=C(C=C(C1)F)[C@@H]1CC=NN1C(=O)N1CC(C1)OC1=CC(=NC=C1F)N1N=C(C(=C1C)[Na])C